Cl.COC=1C(=CC2=CN(N=C2C1)C1CCC(CC1)N1CCNCC1)NC(=O)C1=COC=2C1=NC=CC2 N-(6-methoxy-2-((1r,4r)-4-(piperazin-1-yl)cyclohexyl)-2H-indazol-5-yl)furo[3,2-b]pyridine-3-carboxamide hydrochloride